imino(methyl)phenyl-λ^6-sulfanone N=S(=O)(C1=CC=CC=C1)C